BrCCCN1C(=O)C(=O)C2=CC=CC=C12 (3-bromopropyl)-isatin